C1(=CC=CC=C1)C=1N=NSC1N 4-Phenylthiadiazole-5-amine